2-(6-(5-chloro-1-((5-(4-fluoro-3-methoxyphenyl)pyrazin-2-yl)methyl)-1H-indazole-7-carboxamido)spiro[3.3]heptan-2-yl)acetic acid ClC=1C=C2C=NN(C2=C(C1)C(=O)NC1CC2(CC(C2)CC(=O)O)C1)CC1=NC=C(N=C1)C1=CC(=C(C=C1)F)OC